C(=O)C1=CC=CC=2C=CC3=C4C=CC=CC4=CC=C3C12 4-Formylchrysene